[Si](C1=CC=CC=C1)(C1=CC=CC=C1)(C(C)(C)C)OC[C@@H]1N(CCC1)C(=O)NC1=C(C=C(C(=C1)O[C@H](C(F)(F)F)C)C(NC=1C(=NC=CC1C)OC)=O)F (R)-2-(((tert-Butyldiphenylsilyl)oxy)methyl)-N-(2-fluoro-4-((2-methoxy-4-methylpyridin-3-yl)carbamoyl)-5-(((S)-1,1,1-trifluoropropan-2-yl)oxy)phenyl)pyrrolidine-1-carboxamide